N-[6-(2,2-difluoroethoxy)-5-fluoro-2-methoxy-3-pyridinyl]-7-methoxy-imidazo[1,2-a]pyrimidine-3-sulfonamide FC(COC1=C(C=C(C(=N1)OC)NS(=O)(=O)C1=CN=C2N1C=CC(=N2)OC)F)F